5-(HYDROXYMETHYL)PYRIDIN-3-YLBORONIC ACID HYDROCHLORIDE Cl.OCC=1C=C(C=NC1)B(O)O